cyclopentenyl-amino-methanol C1(=CCCC1)C(O)N